C1(CC1)N1C(=NC(=C1)C(F)(F)F)C1=CC=C(CN2C3=NC(=NC=C3NC2=O)C=2C(=NC=CC2)C(C)C)C=C1 9-(4-(1-cyclopropyl-4-(trifluoromethyl)-1H-imidazol-2-yl)benzyl)-2-(2-isopropylpyridin-3-yl)-7,9-dihydro-8H-purin-8-one